6-(3-aminopropyl)-2-chloro-N-[(furan-2-yl)methyl]-7-methylthieno[3,2-d]pyrimidin-4-amine NCCCC1=C(C=2N=C(N=C(C2S1)NCC=1OC=CC1)Cl)C